ClC1=C(C=C(C=N1)CN(C1=CC(OC1)=O)C1CC1)F 4-{[(6-chloro-5-fluoro-pyridin-3-yl)methyl](cyclopropyl)amino}furan-2(5H)-one